3-(2-cyano-6-methylphenoxy)-2,2-dimethyl-N-(1-methylpiperidin-4-yl)propanamide C(#N)C1=C(OCC(C(=O)NC2CCN(CC2)C)(C)C)C(=CC=C1)C